1H-thieno[2,3-d]imidazole-5-carboxylic acid methyl ester COC(=O)C1=CC2=C(N=CN2)S1